4-{1-((S)-sec-butyl)-7-[1-(1H-indazol-3-yl)-ethylamino]-1H-pyrazolo[4,3-d]pyrimidin-5-yl}-piperazine-1-carboxylic acid amide [C@H](C)(CC)N1N=CC=2N=C(N=C(C21)NC(C)C2=NNC1=CC=CC=C21)N2CCN(CC2)C(=O)N